(3aR,10aR)-Ethyl-7,10a-dimethyl-8-((3,4,5-trifluorophenyl)carbamoyl)-3a,4,10,10a-tetrahydro-1H,7H-dipyrrolo[3,4-b:3',4'-f][1,4,5]oxathiazocin-2(3H)-carboxylat-5,5-dioxid C(C)C1N(C[C@@H]2NS(C=3C(OC[C@@]21C)=C(N(C3)C)C(NC3=CC(=C(C(=C3)F)F)F)=O)(=O)=O)C(=O)[O-]